2-hydroxy-5-sulfanylbenzamide OC1=C(C(=O)N)C=C(C=C1)S